C(C)(C)(C)OC(=O)NC1CCC(CC1)N(CCC1CCN(CC1)C(=O)OC(C)(C)C)C1=C2CN(C(C2=CC=C1)=O)C1C(NC(CC1)=O)=O tert-butyl 4-(2-(((1r,4r)-4-((tert-butoxycarbonyl)amino)cyclohexyl)(2-(2,6-dioxopiperidin-3-yl)-1-oxoisoindolin-4-yl)amino)ethyl)piperidine-1-carboxylate